C(C1=CC=CC=C1)OC1=CC=C(C=C1)NC(=O)C1=CN(C2=C1C(N(C=C2C)C)=O)C N-(4-(benzyloxy)phenyl)-1,5,7-trimethyl-4-oxo-4,5-dihydro-1H-pyrrolo[3,2-c]pyridine-3-carboxamide